7-((S)-1-((2S,4r)-2-(aminomethyl)-6-oxo-5-oxa-7-azaspiro[3.4]octan-7-yl)ethyl)-3-(6-hydroxy-5-methoxypyridin-3-yl)-1H-indole-2-carboxylic acid NCC1CC2(C1)OC(N(C2)[C@@H](C)C=2C=CC=C1C(=C(NC21)C(=O)O)C=2C=NC(=C(C2)OC)O)=O